ClC1=CC=C(S1)C=1C=C2CC(N3C(C2=CC1C(=O)OC)=CC(C(=C3)C(=O)O)=O)C(C)C 9-(5-chlorothiophen-2-yl)-6-isopropyl-10-(methoxycarbonyl)-2-oxo-6,7-dihydro-2H-pyrido[2,1-a]isoquinoline-3-carboxylic acid